ClC1=CC=C(C=C1)C=1C=C(C=CC1)[C@@H]1OCC[C@H](NC1=O)CNC(=O)C1=CC=NC=C1 N-[[(2S,5S)-2-[3-(4-chlorophenyl)phenyl]-3-oxo-1,4-oxazepan-5-yl]methyl]pyridine-4-carboxamide